CC(C)(C)[S@](=O)N[C@H](C([2H])([2H])[2H])C1=C(C(=CC=C1)C(CO)(F)F)F (S)-2-methyl-N-[(1R)-2,2,2-trideuterio-1-[3-(1,1-difluoro-2-hydroxy-ethyl)-2-fluoro-phenyl]ethyl]propane-2-sulfinamide